C(#N)C1=NC=CC(=N1)N1C=2C=CC(=NC2CCC1)C(C)NC(C1=CC=C(C=C1)F)=O N-(1-(5-(2-cyanopyrimidin-4-yl)-5,6,7,8-tetrahydro-1,5-naphthyridin-2-yl)ethyl)-4-fluorobenzamide